C(C1=CC=CC=C1)C=1N=NSC1C(=O)O 4-benzyl-1,2,3-thiadiazole-5-carboxylic acid